4-ISOPROPYL-1-(TRIMETHYLSILYL)-PYRROL-3-YLBORONIC ACID C(C)(C)C=1C(=CN(C1)[Si](C)(C)C)B(O)O